((2-amino-9-((2R,3R,5S)-3-hydroxy-5-(hydroxymethyl)tetrahydrofuran-2-yl)-8-oxo-8,9-dihydro-7H-purin-7-yl)methyl)thiophene-3-carboxylic acid NC1=NC=C2N(C(N(C2=N1)[C@@H]1O[C@@H](C[C@H]1O)CO)=O)CC=1SC=CC1C(=O)O